1-(2,4-dihydroxyphenyl)-3-[8-hydroxy-2-methyl-2-(4-methyl-3-penten-1-yl)-2H-1-benzopyran-5-yl]-1-propanone OC1=C(C=CC(=C1)O)C(CCC1=CC=C(C2=C1C=CC(O2)(CCC=C(C)C)C)O)=O